C1(=CC=CC=C1)[C@@H]1C[C@H](NC1)C(=O)O (2S,4S)-4-Phenylprolin